N1-isopropyl-4-nitrobenzene-1,2-diamine C(C)(C)NC=1C(=CC(=CC1)[N+](=O)[O-])N